2-[4-[1-(2,6-dioxo-3-piperidyl)-3-methyl-2-oxo-benzimidazol-5-yl]-2-oxo-1-pyridyl]-N-[5-fluoro-7-hydroxy-6-(1,1,4-trioxo-1,2,5-thiadiazolidin-2-yl)-2-naphthyl]acetamide O=C1NC(CCC1N1C(N(C2=C1C=CC(=C2)C2=CC(N(C=C2)CC(=O)NC2=CC1=CC(=C(C(=C1C=C2)F)N2S(NC(C2)=O)(=O)=O)O)=O)C)=O)=O